N-(2,6-difluoro-3-(5-(pyridin-4-yl)-1H-pyrrolo[2,3-b]pyridine-3-carbonyl)phenyl)-1-phenylmethanesulfonamide FC1=C(C(=CC=C1C(=O)C1=CNC2=NC=C(C=C21)C2=CC=NC=C2)F)NS(=O)(=O)CC2=CC=CC=C2